C12(CC3CC(CC(C1)C3)C2)CN2N=CC(=C2C)C=2C(=NC(=CC2)N2C3=C(CCCC2)C(=C(N=N3)NC=3SC2=C(N3)C=CC=C2)C)C(=O)O 3-{1-[(adamantan-1-yl)methyl]-5-methyl-1H-pyrazol-4-yl}-6-{3-[(1,3-benzothiazol-2-yl)amino]-4-methyl-5H,6H,7H,8H,9H-pyridazino[3,4-b]azepin-9-yl}pyridine-2-carboxylic acid